S(=O)(=O)(O)C1=CC=C(C=C1)N1N=CN=N1 2-(4-sulfophenyl)-2H-tetrazole